tert-butyl 2-(3-chloro-4-(dimethylcarbamoyl)phenyl)-2,7-diazaspiro[3.5]nonane-7-carboxylate ClC=1C=C(C=CC1C(N(C)C)=O)N1CC2(C1)CCN(CC2)C(=O)OC(C)(C)C